N-(4-Butylphenyl)-N1-(4-ethylphenyl)-6-morpholin-4-yl-[1,3,5]triazine-2,4-diamine C(CCC)C1=CC=C(C=C1)NC1N(C(=NC(=N1)N)N1CCOCC1)C1=CC=C(C=C1)CC